[N+](=O)([O-])C1=C(C=CC=C1)S(=O)(=O)N(C)C 2-nitro-N,N-dimethylbenzenesulfonamide